C1(=CC=C(C=C1)C1(CCC1)O)C 1-(p-tolyl)cyclobutane-1-ol